Cl.C1(CC1)C(=O)NC1=NC=CC(=C1)C1=C(C=C(C(=O)NCCC2CNCCC2)C=C1)[N+](=O)[O-] 4-(2-(Cyclopropanecarboxamido)pyridin-4-yl)-3-nitro-N-(2-(piperidin-3-yl)ethyl)benzamide hydrochloride